OCC1(CC1)COC=1N=C2C3=C(OC(C4C5CCC(CN24)N5C(=O)[O-])C)N=CC=C3N1 12-((1-(hydroxymethyl)cyclopropyl)methoxy)-5-methyl-5a,6,7,8,9,10-hexahydro-5H-4-oxa-3,10a,11,13,14-pentaaza-6,9-methanonaphtho[1,8-ab]heptalene-14-carboxylate